BrC=1C=CC2=C(N=CS2)C1 5-Bromo-benzothiazole